BrC1=CC(=NC=C1)OC1CCC(CC1)OC1CCN(CC1)C(=O)OCC1=CC=CC=C1 Benzyl 4-(((1r,4r)-4-((4-bromopyridin-2-yl)oxy)cyclohexyl)oxy)piperidine-1-carboxylate